2-AMINOETHANETHIOL NCCS